OC1(CC(C1)C(=O)N1CC2(C1)CC(C2)CC2=NC(=CC=C2)C(F)(F)F)C ((1s,3s)-3-Hydroxy-3-methylcyclobutyl)(6-((6-(trifluoromethyl)pyridin-2-yl)methyl)-2-azaspiro[3.3]heptan-2-yl)methanone